N-cyclopropyl-4-((1S,3S)-6-methoxy-3-methyl-2-propynoyl-1,2,3,4-tetrahydroisoquinolin-1-yl)benzamide C1(CC1)NC(C1=CC=C(C=C1)[C@@H]1N([C@H](CC2=CC(=CC=C12)OC)C)C(C#C)=O)=O